1,2,3,4-tetrahydro-3-isoquinolinecarboxylic acid monohydrochloride Cl.C1NC(CC2=CC=CC=C12)C(=O)O